OC1C(OC2=CC3=C(C(=C2C1=O)O)OCO3)C3=CC=CC=C3 3,5-Dihydroxy-6,7-methylenedioxyflavanone